5-(3-ACETYLPHENOXYMETHYL)FURAN-2-CARBOXYLIC ACID C(C)(=O)C=1C=C(OCC2=CC=C(O2)C(=O)O)C=CC1